[(2R,3S,5R)-5-(6-amino-2-fluoro-purin-9-yl)-4,4-dideuterio-2-ethynyl-3-(4-methylbenzoyl)oxy-tetrahydrofuran-2-yl]methyl 4-methylbenzoate CC1=CC=C(C(=O)OC[C@]2(O[C@H](C([C@@H]2OC(C2=CC=C(C=C2)C)=O)([2H])[2H])N2C3=NC(=NC(=C3N=C2)N)F)C#C)C=C1